CC1(COC1)CS(=O)(=O)C1=CC=C(C=C1)C 3-methyl-3-[(4-methylphenyl)sulfonylmethyl]oxetane